1-(3-hydroxy-2-(5-(4-(hydroxymethyl)-phenyl)-1H-imidazol-2-yl)piperidin-1-yl)-2-(methylthio)propan-1-one OC1C(N(CCC1)C(C(C)SC)=O)C=1NC(=CN1)C1=CC=C(C=C1)CO